5-(1-(2,2-difluoroethyl)-2-methyl-1H-imidazo[4,5-b]pyridin-6-yl)-N-(cis-4-morpholinocyclohexyl)pyrrolo[2,1-f][1,2,4]triazin-2-amine FC(CN1C(=NC2=NC=C(C=C21)C=2C=CN1N=C(N=CC12)N[C@@H]1CC[C@@H](CC1)N1CCOCC1)C)F